CC1=NC(=CC=C1N1CCN(CC1)C(=O)OC(C)(C)C)C(NC)=O tert-butyl 4-[2-methyl-6-(methylcarbamoyl)pyridin-3-yl]piperazine-1-carboxylate